NC=1C=C(C=C(C1)C(F)(F)F)[C@@H](C)NC=1C2=C(N=C(N1)C)N=C(C(=C2)S(=O)(=O)C(F)(F)F)N2CCCC2 (R)-N-(1-(3-amino-5-(trifluoromethyl)phenyl)ethyl)-2-methyl-7-(pyrrolidin-1-yl)-6-(trifluoromethylsulfonyl)pyrido[2,3-d]pyrimidin-4-amine